C1(CC1)N1C=C(C2=CC=CC=C12)C1=NC(=NC=C1C1=NN(C=C1)C)NC=1C(=CC(=C(C1)NC(C=C)=O)N1C[C@@H]2CN(C[C@@H]2C1)C)OC N-(5-((4-(1-Cyclopropyl-1H-indol-3-yl)-5-(1-methyl-1H-pyrazol-3-yl)pyrimidin-2-yl)amino)-4-methoxy-2-((3aR,6aS)-5-methylhexahydropyrrolo[3,4-c]pyrrol-2(1H)-yl)phenyl)acrylamide